C(C)(C)(C)N1N=C2C=CC(=C(C2=C1)Cl)C1=CN(C=2N=C(N(C(C21)=O)C)Cl)COCC[Si](C)(C)C 5-(2-(tert-butyl)-4-chloro-2H-indazol-5-yl)-2-chloro-3-methyl-7-((2-(trimethylsilyl)ethoxy)methyl)-3,7-dihydro-4H-pyrrolo[2,3-d]pyrimidin-4-one